ClC=1C=C(C=CC1)C1=NC=C2C(=C(N3C(C2=C1)=NC=N3)C(=O)OC)O Methyl 9-(3-chlorophenyl)-6-hydroxy-[1,2,4]triazolo[5,1-a][2,6]naphthyridine-5-carboxylate